P(OC(C)(C)C)(OC(C)(C)C)[O-] di-tert-butyl phosphite